Tert-butyl ((S)-1-((2S,4R)-2-((3-(4-fluoro-2-methylphenyl)prop-2-yn-1-yl)carbamoyl)-4-hydroxypyrrolidin-1-yl)-3,3-dimethyl-1-oxobutan-2-yl)carbamate FC1=CC(=C(C=C1)C#CCNC(=O)[C@H]1N(C[C@@H](C1)O)C([C@H](C(C)(C)C)NC(OC(C)(C)C)=O)=O)C